tert-butyl (2R)-2-carbamoyl-4-(2,3,4-trichloro-6-methoxyphenyl)piperazine-1-carboxylate C(N)(=O)[C@@H]1N(CCN(C1)C1=C(C(=C(C=C1OC)Cl)Cl)Cl)C(=O)OC(C)(C)C